O1CCN(CC1)C1=NC(=CC=2N1C=C(N2)C2=NC=CC=C2)N/N=C/C=2C=C(C=CC2)C 5-morpholino-N-[(E)-m-tolylmethyleneamino]-2-(2-pyridyl)imidazo[1,2-c]pyrimidin-7-amine